[N+](=O)([O-])C1=CC=C(C=C1)N=C=O 4-Nitrophenyl Isocyanate